bis(2,6-dichlorophenyl)phosphine oxide ClC1=C(C(=CC=C1)Cl)P(C1=C(C=CC=C1Cl)Cl)=O